FC(C(=O)NC=1C=C2C(=NC1)N(C=C2C#CC2=CC=C(C=C2)C(F)(F)F)C)=C 2-Fluoro-N-(1-methyl-3-((4-(trifluoromethyl)phenyl)ethynyl)-1H-pyrrolo[2,3-b]pyridin-5-yl)acrylamide